C(C)(C)(C)C=1C=C(N(N1)CC1CC1)NC(NC1=C(C=C(C=C1)CCC1=CC(=NC=C1)NC(C)=O)F)=O N-[4-(2-{4-[3-(5-tert-Butyl-2-cyclopropylmethyl-2H-pyrazol-3-yl)-ureido]-3-fluoro-phenyl}-ethyl)-pyridin-2-yl]-acetamide